C(OCC)(OCC)OCC triethyl ortho-formate